3-(5-(4-benzhydryl-3,3-dimethylpiperazine-1-carbonyl)-7-fluoro-1-oxoisoindolin-2-yl)piperidine-2,6-dione C(C1=CC=CC=C1)(C1=CC=CC=C1)N1C(CN(CC1)C(=O)C=1C=C2CN(C(C2=C(C1)F)=O)C1C(NC(CC1)=O)=O)(C)C